N[C@@H](CC(=O)O)C(NCCCCCC(NCCO[C@@H]1[C@@H](O)[C@@H](O[C@@H]2[C@@H](O)[C@@H](O)[C@H](O)[C@H](O2)CO)[C@H](O)[C@H](O1)CO[C@@H]1[C@@H](O)[C@@H](O)[C@H](O)[C@H](O1)CO)=O)=O (S)-3-amino-4-oxo-4-[(6-oxo-6-{[2-({α-D-mannopyranosyl-(1→3)-[α-D-mannopyranosyl-(1→6)]-α-D-mannopyranosyl}oxy)ethyl]amino}hexyl)amino]butanoic acid